ClC1=CC(C=C2C=CC=C12)=O 7-chloro-5-oxo-5H-indene